(2S,4R)-N-[(S)-[5-(3,3-difluorocyclobutyl)-6-fluoropyridin-2-yl](phenyl)methyl]-1-[2-(1-ethyl-5-methyl-6-oxo-1,6-dihydropyridin-3-yl)acetyl]-4-fluoropyrrolidine-2-carboxamide FC1(CC(C1)C=1C=CC(=NC1F)[C@@H](NC(=O)[C@H]1N(C[C@@H](C1)F)C(CC1=CN(C(C(=C1)C)=O)CC)=O)C1=CC=CC=C1)F